C(CCCCCCCCCCCCCCC)OC1=CC=C(C=C1)C1=CC=NC=C1 4-(4-(hexadecyloxy)phenyl)pyridine